methyl 3,3-difluoro-2'',3''-dihydrodispiro[cyclobutane-1,4'-piperidine-2',1''-indene]-5''-carboxylate FC1(CC2(CC3(CCC4=CC(=CC=C34)C(=O)OC)NCC2)C1)F